3,3-Difluorocyclobutan-1-amine hydrochloride Cl.FC1(CC(C1)N)F